[Si].[Co].[Fe].[La] lanthanum-iron-cobalt-silicon